C1(CC1)C1=C(NC2=NN=C(C=C12)C1=C(C=CC=C1)O)C1(CN(CC1)C(C=C)=O)C 1-{3-[3-cyclopropyl-5-(o-hydroxyphenyl)-1H-1,6,7-triazainden-2-yl]-3-methyl-1-pyrrolidinyl}-2-propen-1-one